tert-butyl (E)-(1-((2-tosylhydrazono)methyl)spiro[2.5]octan-6-yl)carbamate S(=O)(=O)(C1=CC=C(C)C=C1)N\N=C\C1CC12CCC(CC2)NC(OC(C)(C)C)=O